diethyl spiro[2.2]pentane-1,1-dicarboxylate C1(CC12CC2)(C(=O)OCC)C(=O)OCC